ClC1=CC(=C(C=C1)N1CCC(=CC1)C1=C(C(=NN1C)C)[N+](=O)[O-])F (4-chloro-2-fluorophenyl)-4-(1,3-dimethyl-4-nitro-1H-pyrazol-5-yl)-1,2,3,6-tetrahydropyridine